BrC1=CC=CC(=N1)C=1C=C(C(=O)OC)C=CC1 Methyl 3-(6-bromopyridin-2-yl)benzoate